7-Iodo-4-(2-isopropylphenyl)-1-methyl-1H-imidazo[4,5-c]pyridin-6-amine IC=1C2=C(C(=NC1N)C1=C(C=CC=C1)C(C)C)N=CN2C